N1(CC=CC1)C(=O)OCCCCCCCCCCCC dodecyl 3-pyrroline-1-carboxylate